CC1(CCN(CC1)C1=C2C(=NC=C1C(=O)N1CCN(CC1)S(=O)(=O)C)NC=C2)C#N 4-METHYL-1-(5-(4-(METHYLSULFONYL)PIPERAZINE-1-CARBONYL)-1H-PYRROLO[2,3-B]PYRIDIN-4-YL)PIPERIDINE-4-CARBONITRILE